N1N=NC(=C1)CNC(=O)[C@H]1N2C3=C(C=CC=C3C1)CC[C@@H](C2=O)NC([C@H](C(C)C)NC(CC=2C1=C(SC2)C=CC=C1)=O)=O (2S,5S)-5-[(S)-2-(2-Benzo[b]thiophen-3-yl-acetylamino)-3-methyl-butyrylamino]-4-oxo-1,2,4,5,6,7-hexahydro-azepino[3,2,1-hi]indole-2-carboxylic acid (1H-[1,2,3]triazol-4-ylmethyl)-amide